[O-]S(=O)(=O)C(F)(F)F.C(C)(C)(C)OC1=CC=C(C=C1)C1=C(C=CC=C1)[S+](C1=CC=C(C=C1)OCCCC)C1=CC=C(C=C1)OCCCC (p-tert-butoxyphenyl)bis(p-butoxyphenyl)phenylsulfonium triflate